FC1(CCNCC1)CN1CCN(CC1)C1=CC=CC=2N(C(N(C21)C)=O)C2C(NC(CC2)=O)=O 3-(4-(4-((4-fluoropiperidin-4-yl)methyl)piperazin-1-yl)-3-methyl-2-oxo-2,3-dihydro-1H-benzo[d]imidazol-1-yl)piperidine-2,6-dione